2-phenyl-4-quinolinecarboxamide C1(=CC=CC=C1)C1=NC2=CC=CC=C2C(=C1)C(=O)N